N[C@H](C(=O)O)CC1=CC=C(C=C1)C1=C(C=CC=C1)O (S)-2-amino-3-(2'-hydroxy-[1,1'-biphenyl]-4-yl)propanoic acid